BrC=1N=C2N(N1)CCC2C2=CC=CC=C2 2-bromo-7-phenyl-6,7-dihydro-5H-pyrrolo[1,2-b][1,2,4]triazole